CC1=CC=C(C=C1)S(=O)(=O)OCCOCCOS(=O)(=O)C1=CC=C(C=C1)C 2-[2-(4-Methyl-phenyl)sulfonyloxyethoxy]ethyl 4-methylbenzenesulfonate